N-(5-methyl-4-(1,3,5-trimethyl-1H-pyrazol-4-yl)pyrimidin-2-yl)-1-((4-(trifluoromethyl)phenyl)sulfonyl)indol-5-amine CC=1C(=NC(=NC1)NC=1C=C2C=CN(C2=CC1)S(=O)(=O)C1=CC=C(C=C1)C(F)(F)F)C=1C(=NN(C1C)C)C